3-(phenyldisulfanyl)propane-1,2-diol C1(=CC=CC=C1)SSCC(CO)O